methyl 2-(((3,3-dibutyl-2-methyl-7-(methylthio)-1,1-dioxido-5-phenyl-2,3,4,5-tetrahydro-1,2,5-benzothiadiazepin-8-yl)methyl)thio)-2-methylpropanoate C(CCC)C1(N(S(C2=C(N(C1)C1=CC=CC=C1)C=C(C(=C2)CSC(C(=O)OC)(C)C)SC)(=O)=O)C)CCCC